1-(4-(piperidin-4-ylmethyl)naphthalen-1-yl)piperazine N1CCC(CC1)CC1=CC=C(C2=CC=CC=C12)N1CCNCC1